ClC1=NC(=CC=C1NC(N(CC1=NNC(=C1)C(F)(F)F)C=1C=NC(=NC1)OC)=O)Cl 3-(2,6-Dichloropyridin-3-yl)-1-(2-methoxypyrimidin-5-yl)-1-((5-(trifluoromethyl)-1H-pyrazol-3-yl)methyl)urea